N-(p-toluenesulfonyl)-3-pyrroline CC1=CC=C(C=C1)S(=O)(=O)N2CC=CC2